N-(4-{[6-(5-chloro-2-fluorophenyl)-3-{[(3-hydroxycyclobutyl)methyl]sulfanyl}pyridazin-4-yl]amino}pyridin-2-yl)-3-(4-methylpiperazin-1-yl)propanamide ClC=1C=CC(=C(C1)C1=CC(=C(N=N1)SCC1CC(C1)O)NC1=CC(=NC=C1)NC(CCN1CCN(CC1)C)=O)F